cyclohexanyl acetate C(C)(=O)OC1CCCCC1